(trans)-N-Boc-2,3-bis((acetylthio)methyl)piperidine C(=O)(OC(C)(C)C)N1[C@H]([C@@H](CCC1)CSC(C)=O)CSC(C)=O